[C@H]1([C@@H](O)[C@@H](O)[C@H](O)[C@H](O1)CO)OCCNCCNCCNCCNC(CCC(=O)O)C(NCCO[C@@H]1[C@@H](O)[C@@H](O)[C@H](O)[C@H](O1)CO)=O 1-[(α-D-mannopyranosyl)oxy]-13-({2-[(α-D-mannopyranosyl)oxy]ethyl}carbamoyl)-3,6,9,12-tetraazahexadecan-16-oic acid